FC1(CC2=CC=CN2C1)F 2,2-difluoro-1H-pyrrolizine